Cl.CN1C(CC(CC1)N(C=1SC2=C(N1)SC(=N2)N2C=NC(=CC2=O)C=2C=NNC2)C)C 3-{5-[(1,2-Dimethylpiperidin-4-yl)(methyl)amino][1,3]thiazolo[5,4-d][1,3]thiazol-2-yl}-6-(1H-pyrazol-4-yl)pyrimidin-4(3H)-on Hydrochlorid